C(CC)N(CCC)C(CC)O N,N-dipropylaminopropanol